(E)-3-(dimethylamino)-1-(6-bromoimidazo[1,2-a]pyridin-3-yl)prop-2-en-1-one CN(/C=C/C(=O)C1=CN=C2N1C=C(C=C2)Br)C